ClC=1C=C2CCN(C2=C(C1)C#N)C(=O)N1C[C@H](N(CC1)C=1C=CC(=NC1OCCNC)C=1C(=NC=CC1)OCC)CC 5-chloro-1-[(3R)-4-{2'-ethoxy-6-[2-(methylamino)ethoxy]-[2,3'-bipyridin]-5-yl}-3-ethylpiperazine-1-carbonyl]-2,3-dihydro-1H-indole-7-carbonitrile